ClC1=C(C(=CC=C1)Cl)COC=1C=NC(=NC1)N1CCC(CC1)(F)CO (1-{5-[(2,6-dichlorophenyl)methoxy]pyrimidin-2-yl}-4-fluoropiperidin-4-yl)methanol